tert-butyl 4-(methanesulfonyloxy)azepane-1-carboxylate CS(=O)(=O)OC1CCN(CCC1)C(=O)OC(C)(C)C